1-Chloro-8-(4-(1-methoxycyclopropane-1-carbonyl)piperazin-1-yl)-N-(3-methyloxetane-3-yl)-3-(5-(trifluoromethyl)-1,3,4-thiadiazol-2-yl)imidazo[1,5-a]pyridine-6-sulfonamide ClC=1N=C(N2C1C(=CC(=C2)S(=O)(=O)NC2(COC2)C)N2CCN(CC2)C(=O)C2(CC2)OC)C=2SC(=NN2)C(F)(F)F